N3-(4-(pyrrolidin-1-ylprop-1-enyl)phenyl)-1H-1,2,4-triazole-3,5-diamine N1(CCCC1)CC=CC1=CC=C(C=C1)NC1=NNC(=N1)N